dihydro-3H-pyrrolo[3,2-c]pyridazin-3-one N1NC(C=C2C1=CC=N2)=O